5-methoxy-2-hydroxymethyl-4-pyrone COC=1C(C=C(OC1)CO)=O